C(=C)C1=CC=C(CN2N=C(N=N2)C=2N=NNN2)C=C1 2-(4-vinylbenzyl)-5,5'-bi-2H-tetrazole